FC1=C(NC2=CC=CC=C2)C=CC=C1F 2,3-difluoro-N-phenylaniline